2-((3aR,5R,6aR)-5-((R)-5-(3,5-difluorophenyl)-4,5-dihydro-1H-pyrazole-1-carbonyl)hexahydrocyclopenta[c]pyrrol-2(1H)-yl)pyrimidine-4-carboxamide iodine [I].FC=1C=C(C=C(C1)F)[C@H]1CC=NN1C(=O)C1C[C@@H]2[C@H](CN(C2)C2=NC=CC(=N2)C(=O)N)C1